7-Ethyl-4-(4-fluoro-3-(7-methoxy-2-(methoxymethyl)imidazo[1,2-a]pyridin-6-yl)phenyl)-7H-imidazo[4,5-c]pyridazine C(C)N1C=NC2=C1N=NC=C2C2=CC(=C(C=C2)F)C=2C(=CC=1N(C2)C=C(N1)COC)OC